2'-acetyl-4-((3,5-difluoropyridin-2-yl)methoxy)-5',6-dimethyl-2H-[1,4'-bipyridine]-2-one C(C)(=O)C1=NC=C(C(=C1)N1C(C=C(C=C1C)OCC1=NC=C(C=C1F)F)=O)C